CC1=C(C=CC=C1C)C(C(C)=O)C 3-(2,3-dimethylphenyl)-2-butanone